C(C)(C)(C)OC(=O)N1C2CN(CC1C2)C2(CCNCC2)C 3-(4-methylpiperidin-4-yl)-3,6-diazabicyclo[3.1.1]heptane-6-carboxylic acid tert-butyl ester